C(C1CO1)OCCC[SiH2]OC glycidoxypropyl-(methoxy)silane